((3S,4R)-7-bromo-4-cyano-3,8-difluorochroman-4-yl)-2-methylpropane-2-sulfinamide BrC1=CC=C2[C@@]([C@@H](COC2=C1F)F)(C#N)CC(C)(S(=O)N)C